CC(CNC(\C=C\C=C\CC\C=C/C\C=C\CC)=O)C (2E,4E,8Z,11E)-N-(2-methylpropyl)-2,4,8,11-tetradecatetraenamide